C(C)(C)(C)OC(=O)N1CC2=CC=CC(=C2CC1)C=C1CCN(CC1)C1=C(C=C(C=C1)[N+](=O)[O-])F 5-[[1-(2-fluoro-4-nitro-phenyl)-4-piperidylidene]methyl]-3,4-dihydro-1H-isoquinoline-2-carboxylic acid tert-butyl ester